F[C@H]1[C@@H]2CC[C@H](C[C@H]1N(C=1N=NC(=CN1)C1=CC3=C(C=C(O3)C(=O)N(C)C)C=C1O)C)N2 6-(3-[[(1S,2S,3R,5R)-2-fluoro-8-azabicyclo[3.2.1]oct-3-yl](methyl)amino]-1,2,4-triazin-6-yl)-5-hydroxy-N,N-dimethyl-1-benzofuran-2-carboxamide